Sodium manganese sulfate S(=O)(=O)([O-])[O-].[Mn+2].[Na+]